NC=1SC2=C(N1)CN(C2)C(=O)C2=NC=C(C=C2)C(F)F (2-amino-4,6-dihydro-5H-pyrrolo[3,4-d]thiazol-5-yl)(5-(difluoromethyl)pyridin-2-yl)methanone